3-(Boc-amino)-propylbromid C(=O)(OC(C)(C)C)NCCCBr